ClC1=C(C(C2=C(NC(=N2)C2=CC(=C(C=C2)F)F)C1=O)=O)N[C@@H]1C(OCC1)=O (S)-6-chloro-2-(3,4-difluorophenyl)-5-((2-oxotetrahydrofuran-3-yl)amino)-1H-benzo[d]imidazole-4,7-dione